6-[2-chloro-3-(2,3-dihydro-1,4-benzodioxin-6-yl)phenyl]-3-(chloromethyl)-2-methoxy-pyridine ClC1=C(C=CC=C1C1=CC2=C(OCCO2)C=C1)C1=CC=C(C(=N1)OC)CCl